The molecule is a primary amino compound that is ethane-1,2-diamine in which the hydrogen on one of the amino groups is replaced by a 2-(aziridin-1-yl)ethyl group. It is a angiotensin-converting enzyme 2 (ACE2) inhibitor and a potential therapeutic agent for treating SARS coronavirus infections. It has a role as an EC 3.4.17.23 (angiotensin-converting enzyme 2) inhibitor and an anticoronaviral agent. It is a member of aziridines, a secondary amino compound and a primary amino compound. It derives from a diethylenetriamine. C1CN1CCNCCN